(S*)-N5-(2-((2r,5S)-5-amino-1,3-dioxan-2-yl)ethyl)-3-ethyl-N-methyl-3-phenyl-2,3-dihydrobenzofuran-5,7-dicarboxamide NC1COC(OC1)CCN(C(=O)C=1C=C(C2=C([C@@](CO2)(C2=CC=CC=C2)CC)C1)C(=O)N)C |o1:17|